(1R)-3-(tert-amyl)cyclohexanol acrylate C(C=C)(=O)O[C@H]1CC(CCC1)C(C)(C)CC